5-(1-methyl-1H-pyrazol-4-yl)benzoic acid hydrochloride Cl.CN1N=CC(=C1)C=1C=CC=C(C(=O)O)C1